5-(N-(2-(4-(3-bromothiophene-2-carbonyl)piperazin-1-yl)phenyl)-N-(2-methoxyphenylethyl)sulfamoyl)-3-methylbenzothiophene-2-carboxylic acid BrC1=C(SC=C1)C(=O)N1CCN(CC1)C1=C(C=CC=C1)N(S(=O)(=O)C=1C=CC2=C(C(=C(S2)C(=O)O)C)C1)CCC1=C(C=CC=C1)OC